CN1C[C@H](CC1)N[C@@H]1CN(CC1)C(=O)OC(C)(C)C tert-Butyl (S)-3-(((S)-1-methylpyrrolidin-3-yl)amino)pyrrolidine-1-carboxylate